3-fluoro-5-(hydrazinecarbonyl)piperidine-1-carboxylate FC1CN(CC(C1)C(=O)NN)C(=O)[O-]